5-triazolo-phenylpyrrole-2-one N1N=NC2=C1C=CC=C2C=2C=CC(N2)=O